ClC=1C=C2C(=NC(=NC2=C(C1C1=C2C=NNC2=C(C=C1C)F)F)N1CC(C1)N(C)C)N1C[C@H](N(C[C@@H]1C)C(C=C)=O)C 1-((2R,5S)-4-(6-chloro-2-(3-(dimethylamino)azetidin-1-yl)-8-fluoro-7-(7-fluoro-5-methyl-1H-indazol-4-yl)quinazolin-4-yl)-2,5-dimethylpiperazin-1-yl)prop-2-en-1-one